C(CCCCCCCCCCCCCCCCC)[NH3+].N(C)CC(=O)OC(CCCCCCC\C=C/CCCCCCCC)=O oleoyl sarcosinate octadecyl-ammonium salt